(2R,3R,4S,5S)-4-[[3-(3,4-difluoro-2-isopropoxy-phenyl)-4,5-dimethyl-5-(trifluoromethyl)tetrahydrofuran-2-carbonyl]amino]pyridine-2-carboxamide FC=1C(=C(C=CC1F)[C@@H]1[C@@H](O[C@@]([C@H]1C)(C(F)(F)F)C)C(=O)NC1=CC(=NC=C1)C(=O)N)OC(C)C